FC(CN1N=CC(=C1)C1=C(N=C2N(C1=O)CC(N2C(C)C)=O)C(F)(F)F)(C(F)(F)F)F 6-[1-(2,2,3,3,3-pentafluoropropyl)-1H-pyrazol-4-yl]-1-(propan-2-yl)-7-(trifluoromethyl)-1H,2H,3H,5H-imidazo[1,2-a]pyrimidine-2,5-dione